(4-amino-1,3-dihydrofuro[3,4-c][1,7]naphthyridin-8-yl)((3R,5S)-3-(2-fluoro-4-(trifluoromethyl)phenyl)-5-methyl-4-morpholinyl)methanone NC1=NC=2C=NC(=CC2C2=C1COC2)C(=O)N2[C@@H](COC[C@@H]2C)C2=C(C=C(C=C2)C(F)(F)F)F